n-methyldecahydroquinoline CN1CCCC2CCCCC12